CC(C(C1CCCCC1)(C)C)OC(C(C)(C)C1CCCCC1)C Trimethylcyclohexylethyl ether